ClCC=1C=CC=2C3=C(N(C2C1)C)C(N(N=C3)CC3=NN(C=C3)C)=O 7-(chloromethyl)-5-methyl-3-((1-methyl-1H-pyrazol-3-yl)methyl)-3H-pyridazino[4,5-b]indol-4(5H)-one